F[C@@H]1[C@@H](C1)C(=O)NCC1=NC(=NO1)C=1N(C2=CC=CC(=C2C1)NC1CCN(CC1)C)CC(F)(F)F (1S,2S)-2-fluoro-N-[(3-{4-[(1-methylpiperidin-4-yl)amino]-1-(2,2,2-trifluoroethyl)-1H-indol-2-yl}-1,2,4-oxadiazol-5-yl)methyl]cyclopropane-1-carboxamide